2-cyclohexene-1,2-dicarboxylic acid barium [Ba].C1(C(=CCCC1)C(=O)O)C(=O)O